CC1=C(C=2N(C=C1C1=C(C=3N=C(SC3N1)N1CC3(C1)CN(C3)CC3CCOCC3)C(C)C)N=CN2)C 5-(7,8-dimethyl-[1,2,4]triazolo[1,5-a]pyridin-6-yl)-6-isopropyl-2-(6-((tetrahydro-2H-pyran-4-yl)methyl)-2,6-diazaspiro[3.3]hept-2-yl)-4H-pyrrolo[3,2-d]thiazole